C1N(CCC2=CC=CC=C12)CC(CN1C(C2=CC=CC=C2C2(C1)CC2)=O)O (3-(3,4-dihydroisoquinolin-2(1H)-yl)-2-hydroxypropyl)-2',3'-dihydro-1'H-spiro[cyclopropane-1,4'-isoquinolin]-1'-one